C(C)S(=O)(=O)C=1C(=NC=C(C1)N1N=C(C=C1)C(F)(F)F)C=1OC2=C(N1)C=C(C=C2)S(C(F)(F)F)(=O)=N [2-[3-ethylsulfonyl-5-[3-(trifluoromethyl)pyrazol-1-yl]-2-pyridinyl]-1,3-benzoxazol-5-yl]-imino-oxo-(trifluoromethyl)-λ6-sulfane